C(CCC)(=O)C([O-])=NN butyrylformohydrazonate